ClC1=C(C=CC=C1C1=C(C(=NC=C1)C1=CC(=C(C=C1)CNC[C@@H]1NC(CC1)=O)OC)Cl)NC(C1=NC=C(C=C1)CNC)=O (R)-N-(2-chloro-3-(3-chloro-2-(3-methoxy-4-((((5-oxopyrrolidin-2-yl)methyl)amino)methyl)phenyl)pyridin-4-yl)phenyl)-5-((methylamino)methyl)picolinamide